(4S,5R)-3-[3-(1-benzothiophen-4-yl)propanoyl]-5-[3,5-bis(trifluoromethyl)phenyl]-4-methyl-1,3-oxazolidin-2-one S1C=CC2=C1C=CC=C2CCC(=O)N2C(O[C@@H]([C@@H]2C)C2=CC(=CC(=C2)C(F)(F)F)C(F)(F)F)=O